(1RS,2RS)-5'-Bromo-4'-chloro-2-phenyl-1',2'-dihydrospiro[cyclopropane-1,3'-pyrrolo[2,3-b]pyridine] BrC=1C(=C2C(=NC1)NC[C@]21[C@H](C1)C1=CC=CC=C1)Cl |r|